6-(2,5-dichloropyrimidin-4-yl)-1-(oxetan-3-yl)-1H-benzo[d]imidazole ClC1=NC=C(C(=N1)C=1C=CC2=C(N(C=N2)C2COC2)C1)Cl